ClC1=NC(=CC(=C1)C=1C(=NN2C1N=C(C=C2)C(=O)OCC)C2=CC(=CC=C2)C#N)C ethyl 3-(2-chloro-6-methyl-4-pyridyl)-2-(3-cyanophenyl)pyrazolo[1,5-a]pyrimidine-5-carboxylate